C(CCCCCCCC)(=O)OC1=C(C=CC=C1)S(=O)(=O)[O-] n-nonanoyloxybenzenesulphonate